(7S)-11-chloro-9-(2,6-difluorophenyl)-3,7-dimethyl-12-(trifluoromethyl)-2,4,5,8,13-pentaazatricyclo[8.4.0.02,6]tetradeca-1(10),3,5,8,11,13-hexaene ClC=1C=2C(=N[C@H](C3=NN=C(N3C2C=NC1C(F)(F)F)C)C)C1=C(C=CC=C1F)F